O=C1NC(CCC1C1=CC=C(C=C1)C1CCN(CC1)CCCN1CCC(CC1)N1CCC(CC1)NC1=C2C(N(C(C2=CC=C1)=O)[C@H](CS(=O)(=O)C)C1=CC(=C(C=C1)OC)OCC)=O)=O 4-((1'-(3-(4-(4-(2,6-Dioxopiperidin-3-yl)phenyl)piperidin-1-yl)propyl)-[1,4'-bipiperidin]-4-yl)amino)-2-((S)-1-(3-ethoxy-4-methoxyphenyl)-2-(methylsulfonyl)ethyl)-isoindoline-1,3-dione